C(C)C(CC(CCCCCCCCCC(=O)O)(C(=O)O)CC(CCCC)CC)CCCC di(2-ethylhexyl)1,10-decanedicarboxylic acid